OCCCCOC(CCCCCCCCCC)=O 1,6-dioxaheptadecan-7-one